6-bromo-7-fluoro-3,4-dihydroquinoxalin-2(1H)-one BrC=1C=C2NCC(NC2=CC1F)=O